COC=1C=C2C(=CC=NC2=CC1OC)OC=1C=CC(=NC1)NC(=O)C=1N=C(C2=C(N1)C1CCN2CC1)C1=CC=CC=C1 N-(5-((6,7-Dimethoxychinolin-4-yl)oxy)pyridin-2-yl)-4-phenyl-7,8-dihydro-6H-5,8-ethanopyrido[3,2-d]pyrimidin-2-carboxamid